3-fluoro-N-hydroxy-benzamidine FC=1C=C(C(=N)NO)C=CC1